FC1=C(C=CC=C1F)C1=CC(=C(C=C1)NCCS(=O)(=O)NC)C1=NN(C=C1)C 2-((2',3'-difluoro-3-(1-methyl-1H-pyrazol-3-yl)-[1,1'-biphenyl]-4-yl)amino)-N-methylethane-1-sulfonamide